(2,3-difluoro-6-hydroxyphenyl)boronic acid FC1=C(C(=CC=C1F)O)B(O)O